neryl cinnamate C(C=CC1=CC=CC=C1)(=O)OC\C=C(\C)/CCC=C(C)C